O1C(=CC=2C=CC=3C=CN=CC3C21)CO furo[3,2-h]isoquinoline-2-methanol